4-METHOXY-1H-PYRROLO[3,2-C]PYRIDINE-3-CARBALDEHYDE COC1=NC=CC2=C1C(=CN2)C=O